2-(3-(benzo[b]thiophen-2-yl)oct-2-en-1-yl)-6-methyl-N-(quinolin-8-yl)benzamide S1C2=C(C=C1C(=CCC1=C(C(=O)NC=3C=CC=C4C=CC=NC34)C(=CC=C1)C)CCCCC)C=CC=C2